C(C)(C)(C)OC(=O)NCCOCCC(=O)N(CC(N(CCOCCOCCOCCC(=O)OCC=C)C)=O)CC(N(CCOCCOCCOCCC(=O)OCCC#N)C)=O 1-allyl 31-(2-cyanoethyl) 16-(3-(2-((tert-butoxycarbonyl)amino)ethoxy)propanoyl)-13,19-dimethyl-14,18-dioxo-4,7,10,22,25,28-hexaoxa-13,16,19-triazahentriacontanedioate